3-(6-(1H-pyrazol-1-yl)pyrazin-2-yl)bicyclo[1.1.1]pentane-1-carboxylic acid N1(N=CC=C1)C1=CN=CC(=N1)C12CC(C1)(C2)C(=O)O